4-(4-fluoro-3-(3-(neopentylamino)azetidine-1-carbonyl)benzyl)phthalazin-1(2H)-one FC1=C(C=C(CC2=NNC(C3=CC=CC=C23)=O)C=C1)C(=O)N1CC(C1)NCC(C)(C)C